N-hexyl-N'-ethylphenyl-urea C(CCCCC)N(C(=O)NCC)C1=CC=CC=C1